acrylic acid 1,1,3,3-tetramethyl-guanidine salt CN(C(=N)N(C)C)C.C(C=C)(=O)O